2,3-dibromo-5-fluoro-benzoic acid BrC1=C(C(=O)O)C=C(C=C1Br)F